O=C1NC(CC[C@@H]1N1C(C2=CC=C(C=C2C1)N1CCN(CC1)C1CCC2(CCN(CC2)C(=O)OC(C)(C)C)CC1)=O)=O tert-butyl (S)-9-(4-(2-(2,6-dioxopiperidin-3-yl)-1-oxoisoindolin-5-yl) piperazin-1-yl)-3-azaspiro[5.5]undecane-3-carboxylate